ClC1=CC=C2C(=N1)N(N=N2)CC2(CCOCC2)O 4-((5-chloro-3H-[1,2,3]triazolo[4,5-b]pyridin-3-yl)methyl)tetrahydro-2H-pyran-4-ol